CC=1N=C(SC1C1=CC(=NC=C1)C1(CC1)C)N 4-methyl-5-(2-(1-methylcyclopropyl)pyridin-4-yl)thiazol-2-amine